BrCCCCC(CO)(CO)CCCCBr 2,2-bis(bromobutyl)-1,3-propanediol